5-(4-methyl-1H-1,3-benzodiazol-2-yl)pyridine-3-carboxamide CC1=CC=CC=2NC(=NC21)C=2C=C(C=NC2)C(=O)N